6,6-bis(pentyloxy)hexanenitrile C(CCCC)OC(CCCCC#N)OCCCCC